3-bromo-4-cyclobutoxybenzoic acid BrC=1C=C(C(=O)O)C=CC1OC1CCC1